(1S,2R)-2-[({2-[4'-Chloro-2'-(4-methyl-1,2,4-triazol-3-yl)-[1,1'-biphenyl]-3-yl]-1,3-benzoxazol-5-yl}methyl)amino]cyclopentan-1-ol ClC1=CC(=C(C=C1)C1=CC(=CC=C1)C=1OC2=C(N1)C=C(C=C2)CN[C@H]2[C@H](CCC2)O)C2=NN=CN2C